ClC1=CC=C(C=N1)OC1CN(C1)C1=CC(N(N=C1)CC=1N(N=NC1C1=C(C=C(C=C1)C(F)(F)F)F)C)=O 5-[3-[(6-chloro-3-pyridyl)oxy]azetidin-1-yl]-2-[[5-[2-fluoro-4-(trifluoromethyl)phenyl]-3-methyl-triazol-4-yl]methyl]pyridazin-3-one